methyl-5-cyclopropyl-3-(oxetan-3-ylamino)pyrimidine-2-carboxylic acid CC=1N(C(N=CC1C1CC1)C(=O)O)NC1COC1